NC1=CC=C(C=C1)NC1=NC2=CC=CC=C2C(=C1)C(F)(F)F N-(4-aminophenyl)-4-trifluoromethylquinolin-2-amine